BrC1=CC(=C(C=C1)[C@H](C)N[S@](=O)C(C)(C)C)O (R)-N-((S)-1-(4-bromo-2-hydroxyphenyl)ethyl)-2-methylpropane-2-sulfinamide